S(OC1=CC=C(C=C1)OCC1=CC=C(C=C1)C(NCCC)=O)(=O)(=O)F 4-((4-(propylcarbamoyl)benzyl)oxy)phenyl sulfurofluoridate